(3-(3-(aminomethyl)phenyl)-6-(6-bromonaphthalen-2-yl)-5-methylpyrazin-2-yl)methanol NCC=1C=C(C=CC1)C=1C(=NC(=C(N1)C)C1=CC2=CC=C(C=C2C=C1)Br)CO